4-bromo-5-chloro-7-(4-dodecyl-thiophen-2-yl)benzo[1,2,5]Thiadiazole BrC1=C(C=C(C=2C1=NSN2)C=2SC=C(C2)CCCCCCCCCCCC)Cl